N1C(=CC=C1)C(=O)[O-].N1C(=CC=C1)C(=O)[O-].N1C(=CC=C1)C(=O)[O-].[Al+3] aluminum tripyrrolate